COC=1C=C(C=C(C1)N1C=NC=C1)N1C=NC=C1 1,1'-(5-methoxy-1,3-phenylene)bis(1H-imidazole)